8-[(1R)-1-[(2-Chloro-3-pyridyl)amino]ethyl]-3,6-dimethyl-2-(2-methylindazol-5-yl)chromen-4-one ClC1=NC=CC=C1N[C@H](C)C=1C=C(C=C2C(C(=C(OC12)C1=CC2=CN(N=C2C=C1)C)C)=O)C